ClC=1C=C(C=CC1F)NC(N(CC1=CNC(C2=CC=CC=C12)=O)CCCOC)=O 3-(3-chloro-4-fluorophenyl)-1-(3-methoxypropyl)-1-((1-oxo-1,2-dihydroisoquinolin-4-yl)methyl)urea